C(C=C)(=O)[O-].C(C=C)(=O)[O-].[Zn+2] (SR)-Zinc diacrylate